S(=O)(=O)(ON1[C@@H]2CC[C@H](N(C1=O)C2)CF)[O-].[Na+] Sodium (2S,5R)-2-(fluoromethyl)-7-oxo-1,6-diazabicyclo[3.2.1]octan-6-yl sulphate